C[Si](OC(O[Si](C)(C)C)[SiH2]CC[Si](Cl)(Cl)C)(C)C 1-bis(trimethylsiloxy)methylsilyl-2-methyldichlorosilylethane